2-(4-Nitrophenyl)oxapropylene [N+](=O)([O-])C1=CC=C(C=C1)C(=O)C